6-(2-hydroxyethyl)-2-(4-methoxybenzyl)-4-(trifluoromethyl)pyridazin-3(2H)-one OCCC=1C=C(C(N(N1)CC1=CC=C(C=C1)OC)=O)C(F)(F)F